COC1=CC=C(CBr)C=C1 4-(methoxy)benzyl bromide